FC=1C(=NC(=NC1)C#CC)C1=NC=2C=CC3=C(C2C=C1)C1=C(S3)CN[C@@H](CN1)C (R)-3-(5-fluoro-2-(prop-1-yn-1-yl)pyrimidin-4-yl)-10-methyl-9,10,11,12-tetrahydro-8H-[1,4]diazepino[5',6':4,5]thieno[3,2-f]quinolin